6-(4-amino-3-fluoropiperid-1-yl)-2-(4-cyano-3-fluorophenyl)-3-(3-fluoro-4-methoxyphenyl)isonicotinonitrile NC1C(CN(CC1)C=1N=C(C(=C(C#N)C1)C1=CC(=C(C=C1)OC)F)C1=CC(=C(C=C1)C#N)F)F